2-(benzo[d]oxazol-2-ylamino)-N-(2-hydroxy-ethyl)-1-methyl-1H-benzo[d]imidazole-5-carboxamide O1C(=NC2=C1C=CC=C2)NC2=NC1=C(N2C)C=CC(=C1)C(=O)NCCO